ClC=1C=C(C=CC1C(F)(F)F)CC[C@@H](C(=O)O)NC(=O)OCC1C2=CC=CC=C2C=2C=CC=CC12 (2S)-4-[3-chloro-4-(trifluoromethyl)phenyl]-2-(9H-fluoren-9-ylmethoxycarbonylamino)Butanoic acid